CC1=CC=C(C\C=C\2/CN(C\C(\C2=O)=C/CC2=CC=C(C=C2)C)C(CCCC(=O)NC2=CCC(C=C2)=S(=O)=O)=O)C=C1 5-(3,5-Bis((E)-4-methylbenzylmethylene)-4-oxopiperidin-1-yl)-5-oxo-N-(4-sulfonylphenyl)pentanamide